C(C)(C)(C)OC(=O)N(NC(C1=CC=C(C=C1)CN(C(=O)NC1=CC=CC=C1)CCCC)=O)CC 2-(4-((1-butyl-3-phenylureido)methyl)benzoyl)-1-ethylhydrazine-1-carboxylic acid tert-butyl ester